2-(diphenylphosphinomethyl)-phenol C1(=CC=CC=C1)P(C1=CC=CC=C1)CC1=C(C=CC=C1)O